ClC1=C(C(=CC=C1)F)CC1=NOC(N1CC#CCC)=O 3-[(2-chloro-6-fluorophenyl)methyl]-4-(pent-2-yn-1-yl)-4,5-dihydro-1,2,4-oxadiazol-5-one